NC(C(=O)O)CCCCCC 2-amino-octanoic acid